Copper (II) formate dihydrate O.O.C(=O)[O-].[Cu+2].C(=O)[O-]